5-methyl-3-(((5-(trifluoromethyl)-1H-indazol-6-yl)oxy)methyl)isoxazole CC1=CC(=NO1)COC1=C(C=C2C=NNC2=C1)C(F)(F)F